O-(tert-butyldimethylsilyl)-N-(2-(4-methoxyphenyl)thiazole-4-carbonyl)-L-serine [Si](C)(C)(C(C)(C)C)OC[C@H](NC(=O)C=1N=C(SC1)C1=CC=C(C=C1)OC)C(=O)O